7-[3-(3-aminopropionamido)azetidin-1-yl]-5-methyl-4-oxo-1-(1,3-thiazol-2-yl)-1,4-dihydro-1,8-naphthyridine-3-carboxylic acid trifluoroacetate salt FC(C(=O)O)(F)F.NCCC(=O)NC1CN(C1)C1=CC(=C2C(C(=CN(C2=N1)C=1SC=CN1)C(=O)O)=O)C